(S)-tert-butyl 2-((S)-2-((tert-butoxycarbonyl)amino)pentanamido)-3-phenylpropanoate C(C)(C)(C)OC(=O)N[C@H](C(=O)N[C@H](C(=O)OC(C)(C)C)CC1=CC=CC=C1)CCC